3-(8-methyl-4-oxo-1,2,3-benzotriazin-3-yl)piperidine-2,6-dione CC1=CC=CC=2C(N(N=NC21)C2C(NC(CC2)=O)=O)=O